C(C)(=O)C1=NN(C2=CC=C(C=C12)C=1C=NC(=NC1)C)CC(=O)N1[C@@H](C[C@H](C1)F)C(=O)N[C@@H]1[C@H](C1)C1=C(C=CC=C1)Cl (2S,4R)-1-(2-(3-acetyl-5-(2-methylpyrimidin-5-yl)-1H-indazol-1-yl)acetyl)-N-((1S,2R)-2-(2-chlorophenyl)cyclopropyl)-4-fluoropyrrolidine-2-carboxamide